ethyl-2-methylpyrazine C(C)C=1C(=NC=CN1)C